O=CCC1CCC(CC1)NC(OC(C)(C)C)=O tert-butyl ((1s,4s)-4-(2-oxoethyl)cyclohexyl)carbamate